N-methoxy-N-methyl-3-cis-(trifluoromethoxy)cyclobutanecarboxamide CON(C(=O)C1(CCC1)OC(F)(F)F)C